6-(4-((methoxyphenyl)azo)phenoxy)caproic acid COC1=C(C=CC=C1)N=NC1=CC=C(OCCCCCC(=O)O)C=C1